trans-N-[3-(4-ethyl-6-oxo-1,6-dihydropyrimidin-2-yl)-2-fluoro-4-(trifluoromethyl)benzyl]-3-{[4-(trifluoromethyl)benzyl]oxy}cyclobutane-1-carboxamide C(C)C=1N=C(NC(C1)=O)C=1C(=C(CNC(=O)[C@@H]2C[C@H](C2)OCC2=CC=C(C=C2)C(F)(F)F)C=CC1C(F)(F)F)F